(αS)-α,2,5-trifluoro-benzenepropanoic acid F[C@H](C(=O)O)CC1=C(C=CC(=C1)F)F